N,N-dimethyl-1,3,4-oxadiazole-2-carboxamide CN(C(=O)C=1OC=NN1)C